FC1=CC=C2C[C@@H](C2=C1)NC(=NO)C1=NON=C1O[C@H]1CN(CC1)S(N)(=O)=O N-[(7S)-4-Fluorobicyclo[4.2.0]octa-1,3,5-trien-7-yl]-N'-hydroxy-4-{[(3R)-1-sulfamoylpyrrolidin-3-yl]oxy}-1,2,5-oxadiazol-3-carboximidamid